ethyl 6-(4-((4-hydroxyphenyl)(pyridin-2-yl)methyl)phenoxy)hexanoate OC1=CC=C(C=C1)C(C1=CC=C(OCCCCCC(=O)OCC)C=C1)C1=NC=CC=C1